C(CCC)P(C1=CC=CC=C1)C1=CC=CC=C1 butyl-diphenyl-phosphine